ClC1=CN=CC(=N1)C(C(=O)OC(C)(C)C)(CCCC(CO)(C)C)C tert-butyl 2-(6-chloropyrazin-2-yl)-7-hydroxy-2,6,6-trimethylheptanoate